2-isopropyl-6,7-dihydro-5H-cyclopenta[b]pyridin-3-amine C(C)(C)C1=C(C=C2C(=N1)CCC2)N